(1R,2S,5S)-N-[(4-bromopyrazolo[1,5-a]pyridin-3-yl)-cyano-methyl]-3-[(2S)-3,3-dimethyl-2-[(2,2,2-trifluoroacetyl)amino]butanoyl]-6,6-dimethyl-3-azabicyclo[3.1.0]hexane-2-carboxamide BrC=1C=2N(C=CC1)N=CC2C(NC(=O)[C@@H]2[C@H]1C([C@H]1CN2C([C@H](C(C)(C)C)NC(C(F)(F)F)=O)=O)(C)C)C#N